C(C)(C)(C)OC(=O)N1CCC(=CC1)C1=NC(=CC=C1)OCC1=C(C=C(C=C1)C(=O)OC)F 6-((2-fluoro-4-(methoxycarbonyl)benzyl)oxy)-3',6'-dihydro-[2,4'-bipyridine]-1'(2'H)-carboxylic acid tert-butyl ester